CN(C)CC1(CC1)COC=1N=C(C2=C(N1)CN(CC2)C2=CC=CC1=CC=CC(=C21)CC)OS(=O)(=O)C2=CC=C(C=C2)C 2-((1-((dimethylamino)methyl)cyclopropyl)methoxy)-7-(8-ethylnaphthalen-1-yl)-5,6,7,8-tetrahydropyrido[3,4-d]pyrimidin-4-yl-4-methylbenzenesulfonate